7-isopropyl-3,10,10-trimethyl-2,4-dioxaspiro[5.5]undecane C(C)(C)C1C2(COC(OC2)C)CC(CC1)(C)C